1-((4-(difluoromethyl)phenyl)sulfonyl)-2',3',5',6'-tetrahydrospiro[indoline-3,4'-thiopyran] 1',1'-dioxide FC(C1=CC=C(C=C1)S(=O)(=O)N1CC2(CCS(CC2)(=O)=O)C2=CC=CC=C12)F